C/C(=C/C(CC(=O)[O-])(C)C)/C(=O)[O-] (Z)-1,3,3-trimethyl-1-butene-1,4-dicarboxylate